[C@@H]12COC[C@@H](CC1)C2NC2=C1C(=C(N=N2)C2=C(C=C(C=C2OC)C)F)C=NC=C1 N-((1R,5S,8s)-3-oxabicyclo[3.2.1]octan-8-yl)-4-(2-fluoro-6-methoxy-4-methylphenyl)pyrido[3,4-d]pyridazin-1-amine